(7-acryloyl-7-azabicyclo[2.2.1]heptan-1-yl)methyl ((R)-2-(benzofuran-3-yl)-1-((3aS,4S,6S,7aR)-3a,5,5-trimethylhexahydro-4,6-methanobenzo[d][1,3,2]dioxaborol-2-yl)ethyl)carbamate O1C=C(C2=C1C=CC=C2)C[C@@H](B2O[C@@]1([C@H](O2)C[C@H]2C([C@@H]1C2)(C)C)C)NC(OCC21CCC(CC2)N1C(C=C)=O)=O